NCCC(C)O[Si](OCC)(OCC)C(CC)NCCN beta-aminoethyl-N-beta-aminoethyl-alpha-aminopropyl-triethoxysilane